tris(4,4-dimethyl-2,2'-bipyridyl) ruthenium (II) hexafluorophosphate F[P-](F)(F)(F)(F)F.[Ru+2].CC1(CC(=NC=C1)C1=NC=CC=C1)C.CC1(CC(=NC=C1)C1=NC=CC=C1)C.CC1(CC(=NC=C1)C1=NC=CC=C1)C.F[P-](F)(F)(F)(F)F